N1(CCCCC1)CCNC(=O)N 2-(1-piperidinyl)ethylaminocarboxamide